C1(CC1)C1=CC(=NN1)NC(CC=1C=NN(C1)C1=CC(=CC=C1)OC)=O N-(5-cyclopropyl-1H-pyrazol-3-yl)-2-[1-(3-methoxyphenyl)-1H-pyrazol-4-yl]acetamide